Ethyl 2-(4-((4-(4-bromophenyl)-5-oxo-4,5-dihydro-1H-1,2,4-triazol-1-yl) methyl) phenoxy)-2-methylpropionate BrC1=CC=C(C=C1)N1C=NN(C1=O)CC1=CC=C(OC(C(=O)OCC)(C)C)C=C1